ethylenebis(trichlorosilane) C(C[Si](Cl)(Cl)Cl)[Si](Cl)(Cl)Cl